deaza-7-Propargylamino-deoxyadenosine C(C#C)N[N+]=1C=C([C@H]2C[C@H](O)[C@@H](CO)O2)C2=NC=NC(C12)=N